4-(3-(4-Methoxyphenyl)-1,2,4-oxadiazol-5-yl)-N-(3-(4-(Pyridin-2-ylmethyl)piperidin-1-yl)propyl)piperazin-1-carboxamid COC1=CC=C(C=C1)C1=NOC(=N1)N1CCN(CC1)C(=O)NCCCN1CCC(CC1)CC1=NC=CC=C1